2-ethyl-2-isobutylpropane-1,3-diol C(C)C(CO)(CO)CC(C)C